FC1=C(C=CC=C1)C1=NN2C(N=C(C=C2)C)=C1C(=O)N[C@@H]1C(NC2=C(C(=N1)C1=CC=CC=C1)C=CC=C2)=O 2-(2-Fluorophenyl)-5-methyl-N-[(3S)-2-oxo-5-phenyl-1,3-dihydro-1,4-benzodiazepin-3-yl]pyrazolo[1,5-a]pyrimidine-3-carboxamide